FC(C(=O)O)(F)F.FC1=C(C=CC(=C1)F)S(=O)(=O)N(C)C=1C(=NC=C(C1)C=1C=C2C(=NC=NC2=CC1)N1CCNCC1)OC 2,4-difluoro-N-(2-methoxy-5-(4-(piperazin-1-yl)quinazolin-6-yl)pyridin-3-yl)-N-methylbenzenesulfonamide trifluoroacetate